(R)-(+)-3,7-dimethyl-6-octenoic acid C[C@@H](CC(=O)O)CCC=C(C)C